7-(cyclobutylmethoxy)-2-(((1,1-dioxidotetrahydro-2H-thiopyran-4-yl)thio)methyl)-5-fluoroquinazolin-4(3H)-one C1(CCC1)COC1=CC(=C2C(NC(=NC2=C1)CSC1CCS(CC1)(=O)=O)=O)F